5-pentyloxolan-2-oneAldehyde C(CCCC)C1CC(C(O1)=O)C=O